C1(CC1)C1=C2C(=NC(=C1)NC1=C(C=C(C=C1)P1(CCN(CC1)C(C)=O)=O)OC)NC=C2C(F)(F)F 1-(4-(4-((4-cyclopropyl-3-(trifluoromethyl)-1H-pyrrolo[2,3-b]pyridin-6-yl)amino)-3-methoxyphenyl)-4-oxido-1,4-azaphosphinan-1-yl)ethan-1-one